3-Bromopiperidine-2,6-dione BrC1C(NC(CC1)=O)=O